3-((2-hydroxyethoxy)methyl)-4-(4-(trifluoromethyl)-1H-imidazol-2-yl)benzonitrile OCCOCC=1C=C(C#N)C=CC1C=1NC=C(N1)C(F)(F)F